2-(6'-Bromo-1',3'-dioxo-spiro[cyclopropan-1,4'-isoquinolin]-2'-yl)-N-(5-chloropyrimidin-2-yl)acetamide BrC=1C=C2C3(C(N(C(C2=CC1)=O)CC(=O)NC1=NC=C(C=N1)Cl)=O)CC3